P(O)(O)O.N1=CC=CC2=CC=C3C=CC=NC3=C12 phenanthroline phosphite